C1(CC1)C1CNC2=CC=CC=3C=C(N1C32)C(=O)OC methyl 11-cyclopropyl-1,9-diazatricyclo[6.3.1.04,12]dodeca-2,4(12),5,7-tetraene-2-carboxylate